ethyl 4-(2-chloro-6-(trifluoromethyl)pyridin-3-yl)-2-hydroxybutanoate ClC1=NC(=CC=C1CCC(C(=O)OCC)O)C(F)(F)F